2-(difluoromethyl)-5-(2-phenylethoxypyridin-4-yl)-1,3,4-oxadiazole FC(C=1OC(=NN1)C1=CC(=NC=C1)OCCC1=CC=CC=C1)F